(5S)-N-((4-chlorophenyl)(6-(difluoromethoxy)pyridin-3-yl)methyl)-2-oxooxazolidine-5-carboxamide ClC1=CC=C(C=C1)C(NC(=O)[C@@H]1CNC(O1)=O)C=1C=NC(=CC1)OC(F)F